1,3-dicarbazole-9-yl-benzene C1=CC=CC=2C3=CC=CC=C3N(C12)C1=CC(=CC=C1)N1C2=CC=CC=C2C=2C=CC=CC12